(1-(pyridin-4-yl)piperidin-4-yl)methanol N1=CC=C(C=C1)N1CCC(CC1)CO